CC=1N=NN(C1COC=1C=C2CCN(CC2=CN1)C1CCO1)C=1C=NC(=CC1)C(F)(F)F 6-({4-Methyl-1-[6-(trifluoromethyl)pyridin-3-yl]-1H-1,2,3-triazol-5-yl}methoxy)-2-(oxetan-4-yl)-1,2,3,4-tetrahydro-2,7-naphthyridine